1-(2-((tert-butoxycarbonyl)amino)ethyl)-5-(trifluoromethyl)-1H-pyrrolo[3,2-b]pyridine-2-carboxylic acid ethyl ester C(C)OC(=O)C1=CC2=NC(=CC=C2N1CCNC(=O)OC(C)(C)C)C(F)(F)F